(S)-1-[7-(3-chloro-1-isopropyl-1H-indazol-5-ylmethoxy)-2H-chromen-3-ylmethyl]-piperidine-3-carboxylic acid ethyl ester C(C)OC(=O)[C@@H]1CN(CCC1)CC=1COC2=CC(=CC=C2C1)OCC=1C=C2C(=NN(C2=CC1)C(C)C)Cl